8,11,14-trioxa-4,5,19,20-tetraazatetracyclo[13.5.2.12,5.018,21]tricosa-1(20),2(23),3,15(22),16,18(21)-hexaene C=12C=3C=NN(CCOCCOCCOC=4C=CC(NN1)=C2C4)C3